2-(4-fluorophenyl)-2-(4-methoxyphenyl)-1,4-diphenylbutane-1,4-dione FC1=CC=C(C=C1)C(C(=O)C1=CC=CC=C1)(CC(=O)C1=CC=CC=C1)C1=CC=C(C=C1)OC